p-anisic acid ethyl ester CCOC(=O)C1=CC=C(C=C1)OC